(S)-N-(3-(4-aminopyrrolo[2,1-f][1,2,4]triazin-7-yl)phenyl)-3-phenylisoxazolidine-2-carboxamide NC1=NC=NN2C1=CC=C2C=2C=C(C=CC2)NC(=O)N2OCC[C@H]2C2=CC=CC=C2